4-amino-2-methyl-5-nitro-N-[2-(2-pyridyl)ethyl]benzenesulfonamide NC1=CC(=C(C=C1[N+](=O)[O-])S(=O)(=O)NCCC1=NC=CC=C1)C